[N+](=O)([O-])C1=CC=C(S1)C=NC1=C(C(=O)N)C=CC=C1 2-{[(5-nitro-2-thienyl)methylene]amino}benzamide